N=1OC=C2C1C=1N(C=CC2)N=C2C1C=NC=C2 4H-isoxazolo[3,4-c]pyrido[4',3':3,4]pyrazolo[1,5-a]azepine